(2R,3R,4R,5R)-2-(aminomethyl)-5-(1-methyl-1H-pyrazol-4-yl)tetrahydro-2H-pyran-3,4-diol NC[C@H]1OC[C@H]([C@H]([C@H]1O)O)C=1C=NN(C1)C